4-(6-(2,5-Difluorophenyl)-6-(1,6-dimethyl-2-oxo-1,2-dihydropyridin-3-yl)hex-1,3-diyn-1-yl)-1H-pyrrole FC1=C(C=C(C=C1)F)C(CC#CC#CC=1C=CNC1)C=1C(N(C(=CC1)C)C)=O